ClC=1C=C2C(=NC1N1CCC(CC1)C1=CC=CC=C1)N=C(N2)O[C@@H]2CO[C@H]1[C@@H]2OC[C@H]1O (3R,3aR,6R,6aR)-6-((6-chloro-5-(4-phenylpiperidin-1-yl)-1H-imidazo[4,5-b]pyridin-2-yl)oxy)hexahydrofuro[3,2-b]furan-3-ol